ClC=1C=CC2=C(C=C(O2)C(C(=O)N[C@@H]([C@H](C2=CC(=NC=C2)OC(C)C)O)CN2CCCC2)(F)F)C1 2-(5-chlorobenzofuran-2-yl)-2,2-difluoro-N-((1s,2r)-1-hydroxy-1-(2-isopropoxypyridin-4-yl)-3-(pyrrolidin-1-yl)propan-2-yl)acetamide